2-(4-chloro-3-fluorophenoxy)-N-(3-{[(4-chlorophenyl)carbamoyl]amino}bicyclo[1.1.1]pentan-1-yl)acetamide ClC1=C(C=C(OCC(=O)NC23CC(C2)(C3)NC(NC3=CC=C(C=C3)Cl)=O)C=C1)F